tert-butyl 3-(3-(benzyloxy)phenethoxy)propanoate C(C1=CC=CC=C1)OC=1C=C(CCOCCC(=O)OC(C)(C)C)C=CC1